N[C@H](C(C)C)C(=O)OCN1N=CC(=C1)C=1SC=C(N1)C(NC=1C(=NN(C1)C1CCC(CC1)OCC)C1=NC(=CC=C1F)F)=O (4-(4-((3-(3,6-difluoropyridin-2-yl)-1-((1r,4r)-4-ethoxycyclohexyl)-1H-pyrazol-4-yl)carbamoyl)thiazol-2-yl)-1H-pyrazol-1-yl)methyl D-valinate